(4-(4-methylpiperidine-1-carbonyl)phenyl)nicotinamide CC1CCN(CC1)C(=O)C1=CC=C(C=C1)C1=C(C(=O)N)C=CC=N1